OC1=C(C=C(C=C1)/C=C/CC1=CC=C(C=C1)Cl)[N+](=O)[O-] (E)-3-(4-Hydroxy-3-nitrophenyl)-1-(4-chlorophenyl)-2-propene